3-((5-methyl-1-(2-methyltetrahydro-2H-pyran-4-yl)-4-nitro-1H-pyrazol-3-yl)oxy)propan-1-ol CC1=C(C(=NN1C1CC(OCC1)C)OCCCO)[N+](=O)[O-]